ClC=1C(=C(C=CC1)[C@@H](CO[Si](C(C)(C)C)(C)C)NC(CN(C(CN1N=C(C2=CC(=CC=C12)[N+](=O)[O-])C(=O)N)=O)C1CC1)=O)F (S)-1-(6-(3-chloro-2-fluorophenyl)-10-cyclopropyl-2,2,3,3-tetramethyl-8,11-dioxo-4-oxa-7,10-diaza-3-siladodec-12-yl)-5-nitro-1H-indazole-3-carboxamide